S(=[Se])OS=[Se] selenosulfinic anhydride